ClC=1C(=C(C=C2C=C(N=CC12)NC=1C=C2CCC3N(C2=C(C1)C)CCN(C3)C)C3=C(C1=C(OCCN1)N=C3)C)F 7-(8-Chloro-3-((3,10-dimethyl-2,3,4,4a,5,6-hexahydro-1H-pyrazino[1,2-a]quinoline-8-yl)amino)-7-fluoroisoquinolin-6-yl)-8-methyl-2,3-dihydro-1H-pyrido[2,3-b][1,4]oxazine